(5'S)-3-[(2-methoxy-8-methylquinolin-6-yl)methoxy]-5'-(pyrazin-2-yl)tetrahydro-3'H-spiro[cyclobutane-1,2'-pyrrolo[2,1-b][1,3]oxazol]-3'-one COC1=NC2=C(C=C(C=C2C=C1)COC1CC2(C(N3C(O2)CC[C@H]3C3=NC=CN=C3)=O)C1)C